FC(CN1N=C(C(=C1)CC)N)F 1-(2,2-difluoroethyl)-4-ethyl-pyrazol-3-amine